O1COC2=C1C=CC(=C2)CC(C)NCC 1-(1,3-benzodioxolan-5-yl)-N-ethylpropane-2-amine